Cl.NCC=1C=2N(C=C(N1)NC(=O)C1=CC=C(C3=CN(N=C13)C)N1CCC(CC1)NC1CC1)C=C(N2)C N-(8-(aminomethyl)-2-methylimidazo[1,2-a]pyrazin-6-yl)-4-(4-(cyclopropylamino)piperidin-1-yl)-2-methyl-2H-indazole-7-carboxamide hydrochloride